4-(5-{[(5-chlorothiophen-2-yl)methyl]amino}-1-(3-hydroxy-2,2-dimethylpropanoyl)-1H-pyrazol-3-yl)-N,N-dimethylpiperidine-1-sulfonamide ClC1=CC=C(S1)CNC1=CC(=NN1C(C(CO)(C)C)=O)C1CCN(CC1)S(=O)(=O)N(C)C